NC=1N=C(SC1C(C1=CC=C(C=C1)F)=O)N(C1=CC=C(C=C1)OC(F)(F)F)[C@H](C(=O)N)C (S)-2-[N-[4-amino-5-(4-fluorobenzoyl)thiazol-2-yl]-4-(trifluoromethoxy)anilino]propanamide